OC1C(CCC=C1)(C=O)CCCC(C)C hydroxyisohexyl-3-cyclohexenecarbaldehyde